2-chlorocarbonylbenzoate ClC(=O)C1=C(C(=O)[O-])C=CC=C1